1-[8-(2-chlorophenyl)-9-(4-chlorophenyl)-2-[(1R)-2-hydroxy-1-methyl-ethoxy]purin-6-yl]-4-methyl-piperidine-4-carboxamide ClC1=C(C=CC=C1)C=1N(C2=NC(=NC(=C2N1)N1CCC(CC1)(C(=O)N)C)O[C@@H](CO)C)C1=CC=C(C=C1)Cl